(S)-N-((S)-1-cyano-2-(4-(3-methyl-2-oxo-2,3-dihydrobenzo[d]oxazol-5-yl)phenyl)ethyl)-5-oxa-8-azaspiro[2.6]nonane-6-carboxamide C(#N)[C@H](CC1=CC=C(C=C1)C=1C=CC2=C(N(C(O2)=O)C)C1)NC(=O)[C@H]1OCC2(CC2)CNC1